4-(4,4-difluoropiperidin-1-yl)-2,3-dihydrofuran FC1(CCN(CC1)C=1CCOC1)F